tert-butyl 6-(trifluoromethyl)pyridazin-4-carbamate FC(C1=CC(=CN=N1)NC(=O)OC(C)(C)C)(F)F